CCC(O)(OC1=CC=C(C=C1)C(C2=CC=C(C=C2)OC(CC)(O)OC(=O)C(=C)C)C3=CC=C(C=C3)OC(CC)(O)OC(=O)C(=C)C)OC(=O)C(=C)C tris[4-(2'-hydroxy-3'-methacryloyloxypropoxy)phenyl]methane